2-Bromo-5-(3-chloro-4-(trifluoromethyl)phenyl)-7,7-dimethyl-6,7-dihydro-5H-pyrrolo[2,3-b]pyrazine BrC=1N=C2C(=NC1)N(CC2(C)C)C2=CC(=C(C=C2)C(F)(F)F)Cl